ethyl 5-(tert-butoxycarbonylamino)-6-methoxy-2-methyl-pyrazolo[1,5-a]pyridine-3-carboxylate C(C)(C)(C)OC(=O)NC1=CC=2N(C=C1OC)N=C(C2C(=O)OCC)C